CC1=CC=C(S1)CN1C(C=CC=C1)Br 1-((5-methylthiophen-2-yl)methyl)pyridylbromide